tert-Butyl (R)-(1-(2-amino-6-(1,5-dimethyl-1H-pyrazol-4-yl)pyridin-4-yl)pyrrolidin-3-yl)(methyl)carbamate NC1=NC(=CC(=C1)N1C[C@@H](CC1)N(C(OC(C)(C)C)=O)C)C=1C=NN(C1C)C